C(C)(C)(C)OC(CCN[C@@H](CCC(=O)OC(C)(C)C)C(=O)OC(C)(C)C)=O di-tert-butyl (3-(tert-butoxy)-3-oxopropyl)-L-glutamate